BrC=1C=C2N(C[C@@H](N(C2=CC1)C(C)=O)C)S(=O)(=O)C1=CC=C(C)C=C1 (S)-1-(6-bromo-2-methyl-4-tosyl-3,4-dihydroquinoxalin-1(2H)-yl)ethan-1-one